FC=1C=C(C#N)C=CC1CO 3-fluoro-4-(Hydroxymethyl)benzonitrile